(E)-N-(2-(4-carbomethoxybut-2-en-1-yl)phenyl)-N-methylnitrosamide C(=O)(OC)C/C=C/CC1=C(C=CC=C1)N(N=O)C